C(C(C)C)N1C=CC=2C(=NC(=CC21)NC=2SC(=CN2)C)C=2C(=C(C=CC2)NC(C=C)=O)C N-(3-(1-isobutyl-6-((5-methylthiazol-2-yl)amino)-1H-pyrrolo[3,2-c]pyridin-4-yl)-2-methylphenyl)acrylamide